(1Z)-1-[3-(2-isopropyl-5-methyl-phenyl)-4-oxo-thiazolidin-2-ylidene]-3-[4-[3-methyl-4-[1-oxo-6-(trifluoromethoxy)-3,4-dihydroisoquinolin-2-yl]pyrazol-1-yl]phenyl]urea C(C)(C)C1=C(C=C(C=C1)C)N1/C(/SCC1=O)=N/C(=O)NC1=CC=C(C=C1)N1N=C(C(=C1)N1C(C2=CC=C(C=C2CC1)OC(F)(F)F)=O)C